CC1(C2C(N(C(C12)=O)CC1=CC2=NC=CC(=C2S1)C1=C(C(=O)N2CC(CC2)(C)NC(OC(C)(C)C)=O)C(=CC(=N1)C(F)(F)F)C)=O)C tert-butyl (1-(2-(2-((6,6-dimethyl-2,4-dioxo-3-azabicyclo[3.1.0]hexan-3-yl)methyl)thieno[3,2-b]pyridin-7-yl)-4-methyl-6-(trifluoromethyl)nicotinoyl)-3-methylpyrrolidin-3-yl)carbamate